{1-[5,7-difluoro-2-(4-fluorophenyl)-1H-indol-3-yl]-1,2,3-triazol-4-yl}methanol FC=1C=C2C(=C(NC2=C(C1)F)C1=CC=C(C=C1)F)N1N=NC(=C1)CO